O[C@H](CCCCC(=O)OCC)[C@@H]1O[C@H](CC1)[C@H](CCCCC)O Ethyl (6R)-6-hydroxy-6-{(2R,5R)-5-[(1S)-1-hydroxyhexyl]tetrahydro-2-furanyl}hexanoate